C(C)(C)(C)OC(=O)NC1C(N(CCC1)C=1C=CC(=C(C(=O)O)C1)C)=O 5-(3-((tert-butoxycarbonyl)-amino)-2-oxopiperidin-1-yl)-2-methylbenzoic acid